1-(4-(4-aminophenyl)piperidin-1-yl)-2-hydroxy-2-methyl-propan-1-one NC1=CC=C(C=C1)C1CCN(CC1)C(C(C)(C)O)=O